1-chloro-1,2,3,4-tetrahydronaphthalene ClC1CCCC2=CC=CC=C12